C(=O)(O)CNCC([C@@H]1[C@H]([C@H]([C@@H](O1)N1C(=S)NC(=O)C=C1)O)O)O 5'-carboxymethylaminomethyl-2-thiouridine